BrC1=C2C(=C(N=C1)OC)N(N=C2)C2=C(C=C(C=C2)F)F 4-bromo-1-(2,4-difluorophenyl)-7-methoxy-pyrazolo[3,4-c]pyridine